4,4,5,5-tetramethyl-2-(1-methylcyclopropyl)-1,3,2-dioxaborolane CC1(OB(OC1(C)C)C1(CC1)C)C